(2S)-(t-butoxycarbonylamino)-2-cyclooctyl-acetic acid C(C)(C)(C)OC(=O)N[C@H](C(=O)O)C1CCCCCCC1